C(C)(C)(C)C1=C(C=CC(=C1)C(C)(C)C)OP(OC1=C(C=C(C=C1)C(C)(C)C)C(C)(C)C)OC1=C(C=C(C=C1)C(C)(C)C)C(C)(C)C tris(2,4-di(tert-butyl)-phenyl)phosphite